C(C=C)C=1C=C(C=CC1)C[C@H](C(=O)OC(C)(C)C)[C@@H]1CN(CC1)C(=O)OC(C)(C)C (R)-tert-butyl 3-((S)-3-(3-allylphenyl)-1-(tert-butoxy)-1-oxopropan-2-yl)pyrrolidine-1-carboxylate